C1(CCC1)[C@H](C1=CC(=C2CN(C(C2=C1)=O)C1=CC(=CC=C1)[C@@H](C1COC1)C1=NN=CN1C)C(F)(F)F)NC1(CCC1)C 6-((R)-cyclobutyl((1-methylcyclobutyl)amino)methyl)-2-(3-((R)-(4-methyl-4H-1,2,4-triazol-3-yl)(oxetan-3-yl)methyl)phenyl)-4-(trifluoromethyl)isoindolin-1-one